C(C)C1COC=2C(=C(C=C3C(C(CN1C23)C=O)=O)F)F 3-ethyl-9,10-difluoro-7-oxo-2,3,6,7-tetrahydro-5H-[1,4]oxazino[2,3,4-ij]quinoline-6-carbaldehyde